NCC(CO)O 3-Amino-propane-1,2-diol